3-[(1-naphthaloylamino)methyl]-5-[(2S)-1-isobutylsulfonylpyrrolidin-2-yl]-1,2,4-oxadiazole C1(=CC=CC2=CC=CC=C12)C(=O)NCC1=NOC(=N1)[C@H]1N(CCC1)S(=O)(=O)CC(C)C